CC1(CC(C(C(C1)=O)=C(CC(C)C)NCCCC[C@H](NC(=O)OCC1C2=CC=CC=C2C=2C=CC=CC12)C(=O)O)=O)C Nε-(1-(4,4-dimethyl-2,6-dioxocyclohex-1-ylidene)-3-methylbutyl)-Nα-[(9H-fluoren-9-ylmethoxy)carbonyl]-L-lysine